4-Amino-1-(2-deoxy-2,2-difluoro-β-D-erythropentofuranosyl)pyrimidin-2(1H)-on NC1=NC(N(C=C1)[C@H]1C([C@H](O)[C@H](O1)CO)(F)F)=O